2,3,4-trimethoxy-6-nitrobenzoyl chloride COC1=C(C(=O)Cl)C(=CC(=C1OC)OC)[N+](=O)[O-]